(R)-5-(1-(5-fluoro-2-hydroxyphenyl)ethylamino)pyrazolo[1,5-a]Pyrimidine-3-carboxylic acid FC=1C=CC(=C(C1)[C@@H](C)NC1=NC=2N(C=C1)N=CC2C(=O)O)O